ClC1=CC=C(C=C1)CNC(=O)NC1=CC=C(C=C1)CC(=O)N1CC(C1)OC N-[(4-chlorophenyl)methyl]({4-[2-(3-methoxyazetidinyl)-2-oxoethyl]phenyl}amino)carboxamide